CP(=O)(C)C1=C(C=CC=C1)C1=C(C(=C(C=C1)N1C([C@@H](CCC1)NC(NC1=C(C=C(C=C1)C(F)(F)F)F)=O)=O)F)F 3-[(3R)-1-[2'-(Dimethylphosphoryl)-2,3-difluoro-[1,1'-biphenyl]-4-yl]-2-oxopiperidin-3-yl]-1-[2-fluoro-4-(trifluoromethyl)phenyl]urea